C(C)(C)C1C(N(C(N1C=1N=C2N(CCSC3=C2C=CC(=C3)N3[C@@H](CCC3)C(=O)N)C1)=O)C)=O (2S)-1-(2-(5-isopropyl-3-methyl-2,4-dioxoimidazolidin-1-yl)-5,6-dihydrobenzo[f]imidazo[1,2-d][1,4]thiazepin-9-yl)pyrrolidine-2-carboxamide